S'-(piperazine-1,4-diylbis(ethane-2,1-diyl)) bis(5-(bis(2-hydroxydodecyl) amino) thiopentanoate) OC(CN(CCCCC(=S)OCCN1CCN(CC1)CCOC(CCCCN(CC(CCCCCCCCCC)O)CC(CCCCCCCCCC)O)=S)CC(CCCCCCCCCC)O)CCCCCCCCCC